P(=O)(O)(O)/C=C/CN1C[C@@H](NCC1)C(=O)O (R)-(E)-4-(3-phosphonoprop-2-enyl)piperazine-2-carboxylic acid